NC1=NC(=C(C=C1C=1C=C2CCNC(C2=CC1)=O)C1=CC(=C(C=C1)N1C[C@H](OCC1)C)CN(C)C)F (R)-6-(2-amino-5-(3-((dimethylamino)methyl)-4-(2-methylmorpholino)phenyl)-6-fluoropyridin-3-yl)-3,4-dihydroisoquinolin-1(2H)-one